C(C)(C)(C)C1CCC(CC1)C(=O)O 4-(tert-butyl)cyclohexane-1-carboxylic acid